1-(4-Chlorophenyl)-2-(diphenylphosphoryl)ethane-1-one methyl-4-oxo-3-[4-(2,2,2-trifluoroethoxy)phenyl]-2-(trifluoromethyl)pyrido[1,2-a]pyrimidine-8-carboxylate COC(=O)C1=CC=2N(C(C(=C(N2)C(F)(F)F)C2=CC=C(C=C2)OCC(F)(F)F)=O)C=C1.ClC1=CC=C(C=C1)C(CP(=O)(C1=CC=CC=C1)C1=CC=CC=C1)=O